4-chloro-7,7-dimethyl-8-(1-(piperidin-4-ylmethyl)piperidin-4-yl)indolo[1,2-a]quinazolin-5(7H)-one ClC=1C=2C(N=C3N(C2C=CC1)C1=CC=CC(=C1C3(C)C)C3CCN(CC3)CC3CCNCC3)=O